BrC1=C(C(=CC(=C1O)Br)/C=N/C1=CC=C(C=C1)C=1N=C2N(C=CC=C2)C1)O (E)-2,4-dibromo-6-(((4-(imidazo[1,2-a]pyridin-2-yl)phenyl)imino)methyl)benzene-1,3-diol